NC1=C(C=CC(=C1)OC(F)(F)F)C(=O)N1CCC(CC1)C1=C2C(=NC=C1)NC(=N2)[C@H]2CCOCCC2 [2-amino-4-(trifluoromethoxy)phenyl]-[4-[2-[(4R)-oxepan-4-yl]-3H-imidazo[4,5-b]pyridin-7-yl]-1-piperidyl]methanone